COC1=CC=C(C=C1)CN1C(C(CCC1=O)N1C(N(C2=C1C=CC=C2N2C1CN(CC2CC1)C(=O)OC(C)(C)C)C)=O)=O tert-butyl 8-[1-[1-[(4-methoxyphenyl)methyl]-2,6-dioxo-3-piperidyl]-3-methyl-2-oxo-benzimidazol-4-yl]-3,8-diazabicyclo[3.2.1]octane-3-carboxylate